FC1=CC=C(C=C1)C=1C=NC=2N(C1)C=C(N2)COC=2C=NC=CC2 6-(4-fluorophenyl)-2-(pyridin-3-yloxymethyl)imidazo[1,2-a]pyrimidine